COC(C1=NC=C(C(=C1)N1CCC(CC1)OC1=C(C=C(C=C1)F)F)N)=O 5-amino-4-(4-(2,4-difluorophenoxy)piperidin-1-yl)picolinic acid methyl ester